2-(5-bromo-2-(isobutyryloxy)benzylidene-amino)-3-(4-hydroxy-phenyl)propanoic acid BrC=1C=CC(=C(C=NC(C(=O)O)CC2=CC=C(C=C2)O)C1)OC(C(C)C)=O